methylpropanoyl ketone CC(=O)C(CC)=O